NC(CCC1C(NC(C1)(C)C)=O)C1=CC=CC=C1 3-(3-amino-3-phenyl-propyl)-5,5-dimethyl-pyrrolidin-2-one